Cl.N=1C=COC=C2C1N=CC=C2 pyrido[2,3-e][1,4]oxazepine hydrochloride